C(C)(C)(C)OC(=O)N1CCC(CC1)(C)NC1=NC=CC=C1N 4-((3-aminopyridin-2-yl)amino)-4-methylpiperidine-1-carboxylic acid tert-butyl ester